3-((1r,4r)-4-(2-fluoro-6-methylphenyl)cyclohexyl)-7-methyl-1-((3-(2,2,2-trifluoroethyl)pyridin-2-yl)methyl)-1,8-naphthyridin-2(1H)-one FC1=C(C(=CC=C1)C)C1CCC(CC1)C=1C(N(C2=NC(=CC=C2C1)C)CC1=NC=CC=C1CC(F)(F)F)=O